1-(4-chlorophenyl)-3-isobutyl-1H-pyrazolo[4,3-b]pyridine-5-carboxamide ClC1=CC=C(C=C1)N1N=C(C2=NC(=CC=C21)C(=O)N)CC(C)C